tert-butyl (3-chloro-2-cyano-5-(trifluoromethyl)phenethyl)carbamate ClC=1C(=C(CCNC(OC(C)(C)C)=O)C=C(C1)C(F)(F)F)C#N